F[C@H]1[C@H]([C@@]2(CN[C@]1(CC2)C)C)N(C2=CC=C(N=N2)C2=C(C=C(C=C2)C2=NC=NC(=N2)OC)O)C 2-(6-(((1S,4S,5S,6S)-6-fluoro-1,4-dimethyl-2-azabicyclo[2.2.2]octan-5-yl)(methyl)amino)pyridazin-3-yl)-5-(4-methoxy-1,3,5-triazin-2-yl)phenol